((1R,5S,6s)-6-((4-(2-aminopropan-2-yl)-6-(4-fluorophenyl)pyridin-2-yl)oxy)-3-azabicyclo[3.1.0]hexan-3-yl)(8-(1-hydroxyethyl)-2-methylimidazo[1,2-a]pyridin-6-yl)methanone NC(C)(C)C1=CC(=NC(=C1)C1=CC=C(C=C1)F)OC1[C@@H]2CN(C[C@H]12)C(=O)C=1C=C(C=2N(C1)C=C(N2)C)C(C)O